isobutylbis(2,6-di-tert-butyl-4-methylphenoxy)aluminum C(C(C)C)[Al](OC1=C(C=C(C=C1C(C)(C)C)C)C(C)(C)C)OC1=C(C=C(C=C1C(C)(C)C)C)C(C)(C)C